FC1=C(C=CC=C1)C#CC1=C(N)C=CC=C1 2-((2-fluorophenyl)ethynyl)aniline